COC(=O)C=1C=C2C=C(C(=NC2=CC1)NCC1=CC=C(C=C1)OC)C(NCC1=CC=C(C=C1)OC)=O 2-((4-methoxybenzyl)amino)-3-((4-methoxybenzyl)carbamoyl)quinoline-6-carboxylic acid methyl ester